C(C)N(C)[Si]([Si](C)(C)Cl)(C)C N-Ethyl-N-methyl(2-chloro-1,1,2,2-tetramethyldisilanyl)amine